NC1=C2C(=NC=N1)N(N=C2C2=CC=C(C=C2)OC2=CC=CC=C2)[C@@H]2[C@@H](CN(CC2)CC2=CC=C(C=C2)C2C(NC(CC2)=O)=O)F 3-(4-(((3R,4S)-4-(4-amino-3-(4-phenoxyphenyl)-1H-pyrazolo[3,4-d]pyrimidin-1-yl)-3-fluoropiperidin-1-yl)methyl)phenyl)piperidine-2,6-dione